1-[2-(4-fluorophenyl)-6-methyl-3-(pyridin-4-yl)-3H-imidazo[4,5-b]pyridin-5-yl]piperazine FC1=CC=C(C=C1)C1=NC=2C(=NC(=C(C2)C)N2CCNCC2)N1C1=CC=NC=C1